OC1[N+](CCC1)(C)C 2-hydroxy-N,N-dimethylpyrrolidinium